tert-butyl (2S,3S)-2-ethynyl-3-(methyl((S)-3-methyl-1-oxo-1-(2-(trimethylsilyl)ethoxy)butan-2-yl)carbamoyl)pyrrolidine-1-carboxylate C(#C)[C@H]1N(CC[C@@H]1C(N([C@H](C(OCC[Si](C)(C)C)=O)C(C)C)C)=O)C(=O)OC(C)(C)C